Cl.ClC=1C=C(C=C(C1)Cl)NN (3,5-dichlorophenyl)hydrazine hydrochloride